4-trifluoromethyl-N-(4-chlorophenyl)benzamide FC(C1=CC=C(C(=O)NC2=CC=C(C=C2)Cl)C=C1)(F)F